C12C(C3CC(CC(C1)C3)C2)CC(=O)NC2=CC3=C(NC(=N3)OC3COCC3)C=C2 2-(2-adamantyl)-N-(2-tetrahydrofuran-3-yloxy-1H-benzoimidazol-5-yl)acetamide